2-[3,3-bis(3-tert-butyl-4-hydroxy-phenyl)butanoyloxy]ethyl 3,3-bis(3-tert-butyl-4-hydroxy-phenyl)butan-oate C(C)(C)(C)C=1C=C(C=CC1O)C(CC(=O)OCCOC(CC(C)(C1=CC(=C(C=C1)O)C(C)(C)C)C1=CC(=C(C=C1)O)C(C)(C)C)=O)(C)C1=CC(=C(C=C1)O)C(C)(C)C